7'-fluoro-2'-methylspiro[cyclopentane-1,3'-indol] FC=1C=CC=C2C3(C(=NC12)C)CCCC3